5-[1-(3-difluoromethyl-2-fluoro-phenyl)-ethylamino]-7,8-dimethoxy-pyrrolo[1,2-a]quinazoline-2-carbonitrile FC(C=1C(=C(C=CC1)C(C)NC1=NC=2N(C3=CC(=C(C=C13)OC)OC)C=C(C2)C#N)F)F